C12CN(CC2C1)C(COCC1=CC=CC=N1)(C)C 6-((2-(3-azabicyclo[3.1.0]hexan-3-yl)-2-methylpropoxy)methyl)pyridin